P(=S)(SC(CCCCC(C)C)CCCC)(OC(CCCCC(C)C)CCCC)[O-].[Zn+2].C(CCC)C(CCCCC(C)C)SP(=S)(OC(CCCCC(C)C)CCCC)[O-] zinc di(n-butyl isooctyl) dithiophosphate